CN1CCN(CC1)CCN1N=CC(=C1)NC1=NC(=NC=2C=NNC(C21)=O)C2=CC=CC=C2 4-((1-(2-(4-methylpiperazin-1-yl)ethyl)-1H-pyrazol-4-yl)amino)-2-phenylpyrimidino[4,5-d]pyridazin-5(6H)-one